C1(=CC=CC=C1)C(C1=C(C=CC=C1)O)O phenyl-o-hydroxybenzyl alcohol